1-octylmethylpyrrolidinium C(CCCCCCC)C[NH+]1CCCC1